F[C@@H](CN(CC[C@@H](C(=O)O)NC1=NC=C(C=N1)C)CCCCC1=NC=2NCCCC2C=C1)COC (S)-4-(((S)-2-fluoro-3-methoxypropyl)(4-(5,6,7,8-tetrahydro-1,8-naphthyridin-2-yl)butyl)amino)-2-((5-methylpyrimidin-2-yl)amino)butanoic acid